N4-(2-(methylsulfonyl)phenyl)-N6-(5-((tetrahydrofuran-3-ylamino)methyl)pyridin-2-yl)pyrimidine-4,6-diamine CS(=O)(=O)C1=C(C=CC=C1)NC1=NC=NC(=C1)NC1=NC=C(C=C1)CNC1COCC1